5-benzhydryl-1-oxa-5-azaspiro[2.3]hexane C(C1=CC=CC=C1)(C1=CC=CC=C1)N1CC2(CO2)C1